2-(4-(5-(4-isopropyl-5-(8-methoxy-[1,2,4]triazolo[1,5-a]pyridin-6-yl)-1H-pyrazol-3-yl)thiazol-2-yl)piperidin-1-yl)acetamide C(C)(C)C=1C(=NNC1C=1C=C(C=2N(C1)N=CN2)OC)C2=CN=C(S2)C2CCN(CC2)CC(=O)N